O=C1NC(CCC1NC1=NN(C=C1)C1CCN(CC1)CC(=O)O)=O 2-(4-(3-((2,6-dioxopiperidin-3-yl)amino)-1H-pyrazol-1-yl)piperidin-1-yl)acetic acid